C(C)C1=CC=C(C=C1)/C=C(/CCC=O)\C (E)-5-(4-ethylphenyl)-4-methylpent-4-enal